CN1C(C(=CC=2CC(CCC12)C)C(=O)NC1=CC=CC=C1)=O 1,6-Dimethyl-2-oxo-N-phenyl-5,6,7,8-tetrahydroquinoline-3-carboxamide